2-(2-propenyl)ferrocene C(C=C)C=1[CH-]C=CC1.[CH-]1C=CC=C1.[Fe+2]